C1(CC1)C1=C(C=CC=C1)N1CC2(CC1=O)CCC(C1=CC=CC=C12)=O (2-cyclopropylphenyl)-2,3-dihydro-4H-spiro[naphthalene-1,3'-pyrrolidine]-4,5'-dione